C(C)[C@@H]1N(C[C@H](N(C1)C(C1=NC=CC=C1)C1=CC=C(C=C1)F)CC)C1=CC(N(C=2C=CC(=NC12)C#N)C)=O 8-[(2S,5R)-2,5-Diethyl-4-[(4-fluorophenyl)(pyridin-2-yl)methyl]piperazin-1-yl]-5-methyl-6-oxo-5,6-dihydro-1,5-naphthyridin-2-carbonitril